C1(CC1)S(=O)(=O)N1CCC2(CC(OC2=O)CCN2CCN(CC2)C2=CC=C(C=C2)C)CC1 8-(cyclopropylsulfonyl)-3-(2-(4-(p-tolyl)piperazin-1-yl)ethyl)-2-oxa-8-azaspiro[4.5]decan-1-one